NCCC[SiH2]C(OCC)OCC 3-aminopropyl-(diethoxy)methyl-silane